1,4,5,8-tetraaminonaphthalene hydrochloride Cl.NC1=CC=C(C2=C(C=CC(=C12)N)N)N